1,1'-(4-(5-(benzylamino)benzo[b]thiophen-3-yl)-2,6-dimethyl-1,4-dihydropyridin-3,5-diyl)bis(ethan-1-one) C(C1=CC=CC=C1)NC1=CC2=C(SC=C2C2C(=C(NC(=C2C(C)=O)C)C)C(C)=O)C=C1